CC=1C=NC2=C(C=CC(=C2C1)CN)OC=1C=NC(=CC1)C(F)(F)F (3-methyl-8-[{6-(trifluoromethyl)pyridin-3-yl}oxy]quinolin-5-yl)methylamine